(methyl)-1,2-dimethyl-5-oxopyrrolidine-2-carboxylate COC(=O)C1(N(C(CC1)=O)C)C